FC1=C(N=C(C2=C1N=C(N=C2N2CCOC[C@](C2)(O)C)OC[C@]21[C@H](NCCC2)CCC1)OC)C1=C2C=NNC2=CC(=C1C=C)C (6S)-4-(8-fluoro-5-methoxy-7-(6-methyl-5-vinyl-1H-indazol-4-yl)-2-(((4aS,7aR)-octahydro-4aH-cyclopenta[b]pyridin-4a-yl)methoxy)pyrido[4,3-d]pyrimidin-4-yl)-6-methyl-1,4-oxazepan-6-ol